N-[4-(3-Cyanophenyl)-5-(2,6-dimethyl-4-pyridyl)thiazol-2-yl]-1-oxo-1,4-thiazinan-4-carboxamid C(#N)C=1C=C(C=CC1)C=1N=C(SC1C1=CC(=NC(=C1)C)C)NC(=O)N1CCS(CC1)=O